ClC1=C(C(=CC=C1)OC)C1=CC=CN2C(=CC=C12)C(=O)C1=CC(=C(C=C1)NC(\C=C\CNC1CCC(CC1)OC)=O)C#N (E)-N-(4-(8-(2-chloro-6-methoxyphenyl)indolizine-3-carbonyl)-2-cyanophenyl)-4-(((1r,4r)-4-methoxycyclohexyl)amino)but-2-enamide